2-(4'-chloro-[1,1'-biphenyl]-3-yl)-4,6-diphenyl-1,3,5-triazine ClC1=CC=C(C=C1)C1=CC(=CC=C1)C1=NC(=NC(=N1)C1=CC=CC=C1)C1=CC=CC=C1